1-(trans-3-methoxycyclobutyl)-3-methyl-8-(6-((2-(piperidin-1-yl)ethoxy)methyl)pyridin-3-yl)-1H-imidazo[4,5-c]cinnolin-2(3H)-one CO[C@@H]1C[C@H](C1)N1C(N(C=2N=NC=3C=CC(=CC3C21)C=2C=NC(=CC2)COCCN2CCCCC2)C)=O